2-(2,6-dioxo-3-piperidinyl)-5-fluoro-isoindole-1,3-dione O=C1NC(CCC1N1C(C2=CC=C(C=C2C1=O)F)=O)=O